F[C@]12[C@H](CNCC1)CN(C2=O)C2=CC(=C(C(=O)O)C=C2)C 4-((3aR,7aS)-7a-fluoro-1-oxooctahydro-2H-pyrrolo[3,4-c]pyridin-2-yl)-2-methylbenzoic acid